[Cl-].C(C=C)(=O)OCC[N+](C)(C)C 2-(Acryloyloxy)-N,N,N-trimethylethanaminium chlorid